C(CCCCCCC\C=C\CC=CCC=CCC)(=O)[O-] trans-9,12,15-octadecatrienoate